Cl.ClC(Cl)C(C)N([O-])CC.FC1=CC(=C(C=C1)NC1=C(C(=O)NC=2C=NC(=CC2)[N+](=O)[O-])C=CC(=C1)C(F)(F)F)C 2-((4-fluoro-2-methylphenyl)amino)-N-(6-nitropyridin-3-yl)-4-(trifluoromethyl)benzamide dichloromethyldiethylaminoxide hydrochloride